E-indeneamine hydrochloride Cl.C1(C=CC2=CC=CC=C12)N